3-(3-Fluoro-4-methoxyphenyl)-1-[4-(4-hydroxypiperidin-1-yl)phenyl]prop-2-en-1-one FC=1C=C(C=CC1OC)C=CC(=O)C1=CC=C(C=C1)N1CCC(CC1)O